CC1=[N+](C(=C(C2=CC=CC=C12)C1=CC=C(C=C1)C(F)(F)F)C(=C)C)[O-] 1-methyl-3-(prop-1-en-2-yl)-4-(4-(trifluoromethyl)phenyl)isoquinoline 2-oxide